5α-androstenedione C[C@]12CCC(=O)C[C@@H]1CC[C@@H]3[C@@H]2CC[C@]4([C@H]3C=CC4=O)C